(5,6-Dihydro-benzo[4,5]imidazo[1,2-c]quinazolin-6-yl)-ethanone C1=C2C=3N(C(NC2=CC=C1)C(C)=O)C1=C(N3)C=CC=C1